7-(methoxymethyl)-1,4,8-trioxaspiro[4.5]decane COCC1CC2(OCCO2)CCO1